C(C)(C)(C)OC(=O)NC12CC(C1)(C2)NC2=C(C(=O)OCC1=CC=CC=C1)C(=CC=N2)OC Benzyl 2-((3-((tert-butoxycarbonyl)amino)bicyclo[1.1.1]pentan-1-yl)amino)-4-methoxynicotinate